2-amino-N-(5-nitro-4-(trifluoromethyl)thiazol-2-yl)benzamide NC1=C(C(=O)NC=2SC(=C(N2)C(F)(F)F)[N+](=O)[O-])C=CC=C1